CN(CCCCCCC)C N,N-dimethyl-N-heptylamine